(3-bromo-5-(methylsulfonylamino)phenyl)-1-(3-cyanophenyl)-1H-pyrazole-4-carboxamide BrC=1C=C(C=C(C1)NS(=O)(=O)C)C1=NN(C=C1C(=O)N)C1=CC(=CC=C1)C#N